NC1=C(C=CC(=C1)OC(F)(F)F)C(=O)N1CCC(CC1)C1=C2C(=NC=C1)NC(=N2)[C@H]2COCC2 (S)-[2-amino-4-(trifluoromethoxy)phenyl]-[4-(2-tetrahydrofuran-3-yl-3H-imidazo[4,5-b]pyridin-7-yl)-1-piperidyl]methanone